5-Acetyl-1H-pyrazole-3-carboxylic Acid C(C)(=O)C1=CC(=NN1)C(=O)O